CN(C)CC1=CC=C(C=C1)C1C(N(C(C12CCN(CC2)C([C@@H](C(C)C)NC(C2=C(C=CC(=C2)C(F)(F)F)F)=O)=O)=O)C)=O N-((2R)-1-(4-(4-((dimethylamino)methyl)phenyl)-2-methyl-1,3-dioxo-2,8-diazaspiro[4.5]decan-8-yl)-3-methyl-1-oxobutan-2-yl)-2-fluoro-5-(trifluoromethyl)benzamide